N1=CNC2=[N+](C=CC=C21)[O-] 3H-imidazo[4,5-b]pyridine 4-oxide